CC(CCOC[C@@H](COCCCCCCCC\C=C/C\C=C/CCCCC)N(C)C)CCCC(C)C (2R)-1-[(3,7-dimethyloctyl)oxy]-N,N-dimethyl-3-[(9Z,12Z)-octadec-9,12-di-en-1-yloxy]propan-2-amine